FC(C=1C=C(CC2CO2)C=CC1)(F)F 2-(3-trifluoromethyl-benzyl)epoxyethane